BrCC=1C=C(C=CC1)C1=CC=C(C=C1)CBr 3,4'-bis(bromomethyl)biphenyl